[6-(4-cyclopropyl-2-methyl-imidazol-1-yl)pyrimidin-4-yl]piperidine-4-carboxylic acid C1(CC1)C=1N=C(N(C1)C1=CC(=NC=N1)N1CCC(CC1)C(=O)O)C